O1CCC12CCN(CC2)C=2C=CC(=NC2)NC2=NC=NC(=C2)NC2=NC=CC=C2S(=O)(=O)C N4-(5-(1-oxa-7-azaspiro[3.5]nonan-7-yl)pyridin-2-yl)-N6-(3-(methylsulfonyl)pyridin-2-yl)pyrimidine-4,6-diamine